(S)-1-(tert-butoxy)-7-(piperidin-3-ylamino)-2,6-naphthyridine-3-carbonitrile C(C)(C)(C)OC1=NC(=CC2=CN=C(C=C12)N[C@@H]1CNCCC1)C#N